CN1N=CC(=C1)CCOC1=NC(=NC(=C1)N1CCOCC1)NC(CC=1C=C(C=CC1)C)=O N-(4-(2-(1-methyl-1H-pyrazol-4-yl)ethoxy)-6-morpholinopyrimidin-2-yl)-2-(m-tolyl)acetamide